N,N-bis(4-methoxybenzyl)-3-nitrobenzenesulfonamide COC1=CC=C(CN(S(=O)(=O)C2=CC(=CC=C2)[N+](=O)[O-])CC2=CC=C(C=C2)OC)C=C1